N[C@@](C(=O)OC(C)(C)C)(C)C1=C(C=C(C=C1)C(F)(F)F)[N+](=O)[O-] tert-Butyl (S)-2-amino-2-(2-nitro-4-(trifluoromethyl)phenyl)propanoate